ClC1=C(C=NN1C)C(=O)N 5-chloro-1-methylpyrazole-4-carboxamide